C(C(CS)O)O α-thioglycerol